N(=O)C1=C(C(=CC2=CC(=CC=C12)S(=O)(=O)[O-])S(=O)(=O)[O-])O.[Na+].[Na+] disodium 4-nitroso-3-hydroxy-2,7-naphthalenedisulfonate